2-dicyclohexylphosphino-2',4',6'-triisopropyl-1,1'-biphenyl C1(CCCCC1)P(C1=C(C=CC=C1)C1=C(C=C(C=C1C(C)C)C(C)C)C(C)C)C1CCCCC1